C(#CC)C=1C=C(C(=O)O)C=CC1 3-(prop-1-ynyl)benzoic acid